BrC=1C=CC2=C(C=C(C(O2)=O)C(C=CC2=C(C=C(C=C2)Cl)Cl)=O)C1 6-bromo-3-(3-(2,4-dichlorophenyl)prop-2-enoyl)-2H-1-benzopyran-2-one